5-(2-benzothien-2-yl)-2-aminobenzoxazole C=1S(C=C2C1C=CC=C2)C=2C=CC1=C(N=C(O1)N)C2